[N+](=O)([O-])N1N=C(C(=C1[N+](=O)[O-])N)[N+](=O)[O-] 1-nitro-4-amino-3,5-dinitropyrazole